[Sn](=S)=[Se] tin sulfide selenide